CN1C(N(CC1)[C@H]1CN(CCC1)C=1N=C(C(=NC1)C(=O)N)NC1=NN2C(CNCC2)=C1)=O 5-[(3R)-3-(3-methyl-2-oxoimidazolidin-1-yl)piperidin-1-yl]-3-{4H,5H,6H,7H-pyrazolo[1,5-a]pyrazin-2-ylamino}pyrazine-2-carboxamide